COC1=CC=C(CN(C2=CC(=C(C(=C2)Cl)CCCC(C(=O)OC)C(=O)OC)Br)CC2=CC=C(C=C2)OC)C=C1 dimethyl 2-(3-(4-(bis(4-methoxybenzyl)amino)-2-bromo-6-chlorophenyl)propyl)malonate